C(C)(=O)N1CCN(CC1)CC1=C(C=C(C=C1)NC(=O)NC=1SC(=C(N1)C)C1=NC(=NC=C1)C(C)C)C(F)(F)F 1-(4-((4-acetylpiperazin-1-yl)methyl)-3-(trifluoromethyl)phenyl)-3-(5-(2-isopropylpyrimidin-4-yl)-4-methylthiazol-2-yl)urea